bis(trifluoroacetoxyl)iodine FC(C(OIOC(=O)C(F)(F)F)=O)(F)F